ClCC1=NC(=NO1)C1CCCCCCC1 5-(chloromethyl)-3-cyclooctyl-1,2,4-oxadiazole